[Li+].OC=1C=C(C=CC(=O)[O-])C=CC1O 3,4-dihydroxycinnamic acid lithium salt